1-(2-Carbonyl-1,2-dihydropyrrolo[2,3,4-ij]isoquinolin-5-yl)-2-trifluoromethyl-N-(2-trifluoromethylpyridin-4-yl)-1H-pyrrole-3-carboxamide C(=O)=C1NC=2C=CC=C3C(=CN=C1C23)N2C(=C(C=C2)C(=O)NC2=CC(=NC=C2)C(F)(F)F)C(F)(F)F